2-ethyl-1,4-divinylbenzene C(C)C1=C(C=CC(=C1)C=C)C=C